NCCCN(CCCCCCCCCCCC)CCCN Bis(3-aminopropyl)dodecylamin